1-benzyl-3-(benzyloxymethyl)-5-methoxy-4-(trifluoromethyl)pyrazole C(C1=CC=CC=C1)N1N=C(C(=C1OC)C(F)(F)F)COCC1=CC=CC=C1